OC(C#CC1=CC=C(C=C1)C(F)(F)F)[C@@H]1CN(CC1)C(=O)OC(C)(C)C tert-Butyl (3S)-3-(1-hydroxy-3-(4-(trifluoromethyl)phenyl)prop-2-yn-1-yl)pyrrolidine-1-carboxylate